[Ir](Cl)Cl.C1(=CC=C(C=C1)C)C(C)C (p-cymene) iridium (II) chloride